COC(=O)C1CCN(CC1)CC1=C(C(=NC=C1)Br)F 1-((2-bromo-3-fluoropyridin-4-yl)methyl)piperidine-4-carboxylic acid methyl ester